3-p-cumenyl-propanal C1(=CC=C(C=C1)CCC=O)C(C)C